phenanthrobenzothiofuran S1C=CC2=C1C1=C(C=C2)C=2C=CC=3C=CC=CC3C2C=C1